C[C@@H](C#C)O (S)-(-)-3-butyn-2-ol